Methyl 2-acetamido-5-(thiophen-3-ylmethoxy)benzoate C(C)(=O)NC1=C(C(=O)OC)C=C(C=C1)OCC1=CSC=C1